6-((2-((3R)-3-Amino-4,4-difluoro-1-piperidinyl)-5-(trifluoromethyl)-1H-benzimidazol-1-yl)methyl)-3-pyridincarbonitril N[C@@H]1CN(CCC1(F)F)C1=NC2=C(N1CC1=CC=C(C=N1)C#N)C=CC(=C2)C(F)(F)F